tert-Butyl 4-(8-Methyl-7-(piperidine-1-carbonyl)-2,3-dihydro-4H-benzo[b][1,4]oxazin-4-yl)benzoate CC1=C(C=CC2=C1OCCN2C2=CC=C(C(=O)OC(C)(C)C)C=C2)C(=O)N2CCCCC2